(R)-4-methyl-5-(4-((1-(4-(methyl-sulfonyl)phenyl)-1H-pyrazol-4-yl)methyl)morpholin-2-yl)isobenzofuran-1(3H)-one CC1=C2COC(C2=CC=C1[C@@H]1CN(CCO1)CC=1C=NN(C1)C1=CC=C(C=C1)S(=O)(=O)C)=O